5-(AMINOMETHYL)-3-PYRIDINECARBOXALDEHYDE NCC=1C=C(C=NC1)C=O